5-[6-(3-aminopyrrolidin-1-yl)pyridin-3-ylsulfonylamino]-1,3-thiazole-4-carboxylic acid NC1CN(CC1)C1=CC=C(C=N1)S(=O)(=O)NC1=C(N=CS1)C(=O)O